4-(2-Bromoethyl)-4'-octyl-1,1'-biphenyl BrCCC1=CC=C(C=C1)C1=CC=C(C=C1)CCCCCCCC